CC=1C(=C(C=CC1)C(C1=CC=CC=C1)(O)O)C dimethyldihydroxydiphenyl-methane